BrC1=CC(=CC=2C=COC21)OC(C)C 7-bromo-5-isopropoxybenzofuran